(2-(benzyloxy)-4-fluorophenyl)pentane-1,5-diol C(C1=CC=CC=C1)OC1=C(C=CC(=C1)F)C(CCCCO)O